methyl 6-oxooxacyclopentadecane-7-carboxylate O=C1CCCCOCCCCCCCCC1C(=O)OC